tert-butyl-4-(2-methyl-6-(methylcarbamoyl)pyridin-3-yl)piperazine-1-carboxylic acid C(C)(C)(C)C1N(CCN(C1)C=1C(=NC(=CC1)C(NC)=O)C)C(=O)O